C(C1=CC=CC=C1)NC[C@@]1([C@@H](C1)C1=CC=CC=C1)N trans-1-[(benzylamino)methyl]-2-phenyl-cyclopropanamine